N1CCC=2C1=NC=C(C2)B(O)O (2,3-dihydro-1H-pyrrolo[2,3-b]pyridin-5-yl)boronic acid